OC[C@H](C[C@@H]1C(NCC1)=O)NC([C@H](CCCC)NC(O[C@H](C(C)(C)C1=CC(=CC=C1)Cl)C1=CC=CC=C1)=O)=O (S)-2-(3-Chlorophenyl)-2-methyl-1-phenylpropyl ((S)-1-(((S)-1-hydroxy-3-((R)-2-oxopyrrolidin-3-yl)propan-2-yl)amino)-1-oxohexan-2-yl)carbamate